(E)-1-(2,4-Dihydroxyphenyl)-3-(4-ethoxyphenyl)prop-2-en-1-one OC1=C(C=CC(=C1)O)C(\C=C\C1=CC=C(C=C1)OCC)=O